NC1=NC=CC(=C1Cl)OC1=C(C=C(C=C1)NC(=O)C=1C=NN(C1CC)C1=CC=CC=C1)F N-(4-((2-amino-3-chloropyridin-4-yl)oxy)-3-fluorophenyl)-5-Ethyl-1-phenyl-1H-pyrazole-4-carboxamide